COC(=O)C1CCC2(C(N(C3=CC=CC=C23)C)=O)CC1 1'-methyl-2'-oxo-1',2'-dihydrospiro[cyclohexane-1,3'-indole]-4-carboxylic acid methyl ester